1-((trans-3-(4-amino-5-(3-(methylsulfonamidomethyl)phenyl)-7H-pyrrolo[2,3-d]pyrimidin-7-yl)cyclobutyl)methyl)azetidine-3-carboxamide NC=1C2=C(N=CN1)N(C=C2C2=CC(=CC=C2)CNS(=O)(=O)C)[C@@H]2C[C@H](C2)CN2CC(C2)C(=O)N